5-methyl-(6S)-tetrahydrofolic acid calcium salt [Ca+2].CN1C=2C(NC(=NC2NC[C@@H]1CNC1=CC=C(C(N[C@@H](CCC(=O)[O-])C(=O)O)=O)C=C1)N)=O.CN1C=2C(NC(=NC2NC[C@@H]1CNC1=CC=C(C(N[C@@H](CCC(=O)[O-])C(=O)O)=O)C=C1)N)=O